CO[Si](CCCS=C(N(C)C)SSSSC(N(C)C)=SCCC[Si](OC)(OC)OC)(OC)OC 3-trimethoxysilylpropyl-N,N-dimethylthiocarbamoyltetrasulfide